OC1=NC=C(C(=N1)O)OC 2,4-dihydroxy-5-methoxypyrimidine